((S)-3-(benzo[d][1,3]dioxol-4-yl)-2-(dimethylamino)propyl)-3-phenethylurea O1COC2=C1C=CC=C2C[C@@H](CNC(=O)NCCC2=CC=CC=C2)N(C)C